3-{[(t-butyldimethylsilyl)oxy]methyl}oxolan-2-one [Si](C)(C)(C(C)(C)C)OCC1C(OCC1)=O